2-phenyl-4,5-bis(hydroxymethyl)imidazole C1(=CC=CC=C1)C=1NC(=C(N1)CO)CO